4,6-heptadecadiene-3,9-diol CCC(C=CC=CCC(CCCCCCCC)O)O